8-(2-bromoacetyl)-4-((5-(naphthalen-1-yl)furan-2-yl)methyl)-1-thia-4,8-diazaspiro[4.5]decan-3-one BrCC(=O)N1CCC2(N(C(CS2)=O)CC=2OC(=CC2)C2=CC=CC3=CC=CC=C23)CC1